ethyl (6R)-6-[4-(5-benzyloxy-6-fluoro-3-pyrazin-2-yl-2-pyridyl)piperazin-1-yl]-2-azaspiro[3.4]octane-2-carboxylate C(C1=CC=CC=C1)OC=1C=C(C(=NC1F)N1CCN(CC1)[C@H]1CC2(CN(C2)C(=O)OCC)CC1)C1=NC=CN=C1